OCC1(CC1)S(=O)(=O)C=1C=C(OC[C@H](CN[C@H]2COC3(C2)CCN(CC3)S(=O)(=O)C=3C=NC2=CC=CC=C2C3)O)C=CC1 (S)-1-(3-(1-(hydroxymethyl)cyclopropylsulfonyl)phenoxy)-3-((R)-8-(quinolin-3-ylsulfonyl)-1-oxa-8-azaspiro[4.5]decan-3-ylamino)propan-2-ol